(S)-5-ethyl-3-fluoro-8,8-dimethyl-5-phenyl-5,8,9,10-tetrahydrobenzo[b][1,8]naphthyridin C(C)[C@@]1(C2=C(NC=3N=CC(=CC13)F)CC(C=C2)(C)C)C2=CC=CC=C2